FC1=C2C=CN(C2=C(C=C1)C(=O)NC1CC2(CCC2)C1)CC1=CC(=C(C=C1)C1=CC=CC=C1)F 6-(4-Fluoro-1-((2-fluoro-[1,1'-biphenyl]-4-yl)methyl)-1H-indol-7-carboxamido)spiro[3.3]-heptan